8-(3-(difluoromethyl)-5-fluorophenyl)-9-(4-((1-(3-fluoropropyl)azetidin-3-yl)methyl)phenyl)-6,7-dihydro-5H-benzo[7]annulen-3-carboxylat FC(C=1C=C(C=C(C1)F)C=1CCCC2=C(C1C1=CC=C(C=C1)CC1CN(C1)CCCF)C=CC(=C2)C(=O)[O-])F